4-(2,2-dibromovinyl)ethylbenzene BrC(=CCCC1=CC=CC=C1)Br